5-[2,3-difluoro-4-(4-pyridyloxy)phenyl]-imidazole-2-carboxamide FC1=C(C=CC(=C1F)OC1=CC=NC=C1)C1=CN=C(N1)C(=O)N